N-(1-(3-(5-cyanothiophen-2-yl)-5-(1-methyl-1H-pyrazol-4-yl)phenyl)cyclopropyl)-2-methyl-5-(piperazin-1-yl)benzamide C(#N)C1=CC=C(S1)C=1C=C(C=C(C1)C=1C=NN(C1)C)C1(CC1)NC(C1=C(C=CC(=C1)N1CCNCC1)C)=O